(4-cyclopropyl-naphthalene-1-yl)-4H-1,2,4-triazole-3-thiol C1(CC1)C1=CC=C(C2=CC=CC=C12)N1C(=NN=C1)S